FC=1C=C2[C@H]([C@@H](COC2=CC1)C)CS(=O)(=O)N |o1:4,5| ((3S*,4S*)-6-fluoro-3-methylchroman-4-yl)methanesulfonamide